NC(CC(=O)O)C 3-amino-butyric acid